ClC1=C(C=C(C=C1)OC)C1=C(C2=C(N=C(N=C2)SC)N(C1=O)C)C#C[Si](C(C)C)(C(C)C)C(C)C 6-(2-chloro-5-methoxyphenyl)-8-methyl-2-(methylsulfanyl)-5-[2-(triisopropylsilyl)ethynyl]pyrido[2,3-d]pyrimidin-7-one